ClC=1C=C(C=CC1C(F)(F)F)NC(=O)N1[C@H]2CC[C@@H]1CC1=C2C=CC=C1 (5S,8R)-N-(3-chloro-4-(trifluoromethyl)phenyl)-6,7,8,9-tetrahydro-5H-5,8-epiminobenzo[7]annulene-10-carboxamide